5-(methylamino)-6-(3-methylimidazo[4,5-c]pyridin-7-yl)-3-[4-(4-piperidinyloxy)anilino]pyrazine-2-carboxamide CNC=1N=C(C(=NC1C=1C2=C(C=NC1)N(C=N2)C)C(=O)N)NC2=CC=C(C=C2)OC2CCNCC2